CC=1C(C(=C(C1C)C)C)[Li] (2,3,4,5-tetramethylcyclopentadienyl)lithium